NC1=CC=C(C=N1)N1CCN(CC1)C12CC(C1)(C2)CN2CCC(CC2)(O)C=2C=C1CN(C(C1=CC2)=O)C2C(NC(CC2)=O)=O 3-[5-[1-[[3-[4-(6-amino-3-pyridyl)piperazin-1-yl]-1-bicyclo[1.1.1]pentanyl]methyl]-4-hydroxy-4-piperidyl]-1-oxo-isoindolin-2-yl]piperidine-2,6-dione